8-(tert-butyl) 2-ethyl (1S,2S,5R)-4-carbonyl-3,8-diazabicyclo[3.2.1]octane-2,8-dicarboxylate C(=O)=C1N[C@@H]([C@@H]2CC[C@H]1N2C(=O)OC(C)(C)C)C(=O)OCC